((2S)-6-acetamido-1-((4-(hydroxy (pyridin-3-yl) methyl) phenyl) amino)-1-oxohexan-2-yl) carbamate C(N)(O[C@H](C(=O)NC1=CC=C(C=C1)C(C=1C=NC=CC1)O)CCCCNC(C)=O)=O